4-(3,6-dihydro-2H-pyran-4-yl)-2-nitroaniline O1CCC(=CC1)C1=CC(=C(N)C=C1)[N+](=O)[O-]